C(C)C(COOP(=O)(OOCC(CCCC)CC)OCC(=O)O)CCCC di(2-ethylhexyl-oxy)phosphono-glycolic acid